C(=C/CCCCCCCCCCCCCCCC)/C(OP(OC[C@@H](CO)OC(CCCCCCC\C=C/CCCCCCCC)=O)(=O)[O-])C[N+](C)(C)C (1Z-Octadecenyl)-2-oleoyl-sn-glycero-3-phosphocholine